1,4-Diisocyanatomethylcyclohexan N(=C=O)CC1CCC(CC1)CN=C=O